N1C(NC(C1)=O)=O Imidazole-2,4(1H)-dione